ClC=1C=C2CCCC3(C2=CC1)COC1=CC=C2C(NS(C=CCOCC(C4CCC4CN(C3)C1=C2)O)(=O)=O)=O 6'-chloro-7-hydroxy-3',4'-dihydro-2'H,15H-spiro[9,20-dioxa-13-thia-1,14-diazatetracyclo[14.7.2.03,6.019,24]pentacosa-11,16,18,24-tetraene-22,1'-naphthalen]-15-one 13,13-dioxide